Cl.NOCC(=O)N1CCN(CC1)C1=NC=C(C=N1)C(F)(F)F 2-(Aminooxy)-1-{4-[5-(trifluoromethyl)pyrimidin-2-yl]hexahydropyrazin-1-yl}ethanone hydrochloride